2-phenoxy-1H-benzo[d]imidazol-5-amine O(C1=CC=CC=C1)C1=NC2=C(N1)C=CC(=C2)N